NC1=CC(=C2OC(CCCCC[C@](C3=NN=C(C1=N2)O3)(O)C(F)(F)F)CC)C(F)(F)F (6R)-17-Amino-12-ethyl-6,15-bis(trifluoromethyl)-13,19-dioxa-3,4,18-triazatricyclo[12.3.1.12,5]nonadeca-1(18),2,4,14,16-pentaen-6-ol